8-bromo-6-cyclopropylimidazo[1,2-a]Pyrazine-2-carboxylic acid ethyl ester C(C)OC(=O)C=1N=C2N(C=C(N=C2Br)C2CC2)C1